ClC=1C=C(C=CC1F)C(C=1NC=C(N1)SC1CN(C1)C(=O)OC(C)(C)C)C1=CC(=C(C=C1)F)Cl tert-butyl 3-((2-(bis(3-chloro-4-fluorophenyl)methyl)-1H-imidazol-4-yl)thio)azetidine-1-carboxylate